ClC1=C2C(=CC=NC2=C(C(=C1)[N+](=O)[O-])O)N1CCC(CC1)=O 1-(5-chloro-8-hydroxy-7-nitroquinolin-4-yl)piperidin-4-one